7-hydroxy-5-methoxy-8-(3-methylbut-2-en-1-yl)-2-(5-methylthiophen-2-yl)chroman-4-one OC1=CC(=C2C(CC(OC2=C1CC=C(C)C)C=1SC(=CC1)C)=O)OC